NCC(=O)OC(C)(C)C 2-methylpropan-2-yl aminoacetate